2,2,2-trinitroethyl 2-nitroxyethyl ether O([N+](=O)[O-])CCOCC([N+](=O)[O-])([N+](=O)[O-])[N+](=O)[O-]